C(=O)C1CCC(CC1)[C@@H](C)N1C(=C(C=2C1=NC=CC2)C(=O)OCC)C (R)-ethyl 1-(1-(4-formylcyclohexyl)ethyl)-2-methyl-1H-pyrrolo[2,3-b]pyridine-3-carboxylate